(R)-tert-butyl (5-(3-(hydroxymethyl)cyclobutyl)-5-azaspiro[2.4]heptan-7-yl)carbamate OCC1CC(C1)N1CC2(CC2)[C@H](C1)NC(OC(C)(C)C)=O